O1C(=CC=C1)C=1C=C2C=CC(=NC2=CC1)N1CCC(CC1)C(=O)OCC ethyl 1-(6-(furan-2-yl)quinolin-2-yl)piperidine-4-carboxylate